C1(CC1)CNC(\C=C\C1=C(C=CC=C1)C(F)(F)F)=O (E)-N-cyclopropylmethyl-3-(2-trifluoromethylphenyl)acrylamide